ClC1=C(C(=O)N2COC3=C(C2)C=CC=C3C3=CC(=C(C(=O)O)C=C3F)N3C2COCC3CC2)C(=CC(=C1)N1CC2(C1)OCC(CO2)C)Cl 4-[3-[2,6-Dichloro-4-(7-methyl-5,9-dioxa-2-azaspiro[3.5]nonan-2-yl)benzoyl]-2,4-dihydro-1,3-benzoxazin-8-yl]-5-fluoro-2-(3-oxa-8-azabicyclo[3.2.1]octan-8-yl)benzoic acid